(S)-1-(2-chloro-6-(4-chloro-2-hydroxyphenyl)pyrimidin-4-yl)pyrrolidin-3-ol ClC1=NC(=CC(=N1)N1C[C@H](CC1)O)C1=C(C=C(C=C1)Cl)O